FC1=C(N=CC2=C1N=C(N=C2N2CC1CC(CC(C2)N1)=O)OCC12CCCN2CCC1)C1=CC(=CC2=CC=CC=C12)O 3-(8-Fluoro-7-(3-hydroxynaphthalen-1-yl)-2-((tetrahydro-1H-pyrrolizin-7a(5H)-yl)methoxy)pyrido[4,3-d]pyrimidin-4-yl)-3,9-diazabicyclo[3.3.1]nonan-7-one